3-(4-Hydroxyphenyl)-1-(2,4,6-trimethoxyphenyl)prop-2-en-1-one OC1=CC=C(C=C1)C=CC(=O)C1=C(C=C(C=C1OC)OC)OC